C12CN(CC(CC1)N2)C2=NC(=CC1=C2C=NN(C1=O)C1=CC(=CC2=CC=CC(=C12)CC)O)OC[C@@]12CCCN2C[C@H](C1)F 5-(3,8-diazabicyclo[3.2.1]octan-3-yl)-2-(8-ethyl-3-hydroxynaphthalen-1-yl)-7-(((2S,7aR)-2-fluorotetrahydro-1H-pyrrolizin-7a(5H)-yl)methoxy)pyrido[3,4-d]pyridazin-1(2H)-one